FC(C1=CC2=C(NN=N2)C=C1)(F)F 5-(trifluoromethyl)-1H-1,2,3-benzotriazole